1-(1-methyl-7-(piperazin-1-yl)-1H-indol-4-yl)dihydropyrimidine-2,4(1H,3H)-dione CN1C=CC2=C(C=CC(=C12)N1CCNCC1)N1C(NC(CC1)=O)=O